ClC=1C(=NC(=NC1)NC1=C(C=C(C(=C1)Cl)N1CCC(CC1)N1CCN(CC1)C)OCC)C1=CN(C2=CC=CC=C12)S(=O)(=O)CC 5-chloro-N-(5-chloro-2-ethoxy-4-(4-(4-methylpiperazin-1-yl)piperidin-1-yl)phenyl)-4-(1-(ethylsulphonyl)-1H-indol-3-yl)pyrimidin-2-amine